C1(CC1)C(=O)NC1=NC=CC(=N1)C(=O)NCCOC1=C(C=C(C=C1)C(F)(F)F)OC 2-(cyclopropanecarboxamido)-N-(2-(2-methoxy-4-(trifluoromethyl)phenoxy)ethyl)pyrimidine-4-carboxamide